2,2,2-trifluoro-N-[4-[8-(3-methoxy-4-nitro-pyrazol-1-yl)octylsulfamoyl]phenyl]acetamide FC(C(=O)NC1=CC=C(C=C1)S(NCCCCCCCCN1N=C(C(=C1)[N+](=O)[O-])OC)(=O)=O)(F)F